FC1=C(C=CC=C1C[C@@H]1N(CC([C@@H]1NS(=O)(=O)C1CC1)(F)F)C(C(C)(C)O)=O)C1=CC(=CC=C1)F N-[(2S,3R)-2-[(2,3'-difluoro[1,1'-biphenyl]-3-yl)methyl]-4,4-difluoro-1-(2-hydroxy-2-methylpropanoyl)pyrrolidin-3-yl]cyclopropanesulfonamide